C(=O)O.CN1CC(C1)C(=O)N1CCN(CC1)C(=O)OCC1=CC=CC=C1 benzyl 4-(1-methylazetidine-3-carbonyl)piperazine-1-carboxylate formate